[2-(aminomethyl)-3,3-difluoro-allyl]-4-[[5-(1H-indazol-6-yl)-2-thienyl]methyl]-1,2,4-triazol-3-one trifluoroacetate salt FC(C(=O)O)(F)F.NCC(CC=1N(C(NN1)=O)CC=1SC(=CC1)C1=CC=C2C=NNC2=C1)=C(F)F